5-(3-(cyclopentylidenemethyl)-2-fluoro-6-hydroxyphenyl)-1,2,5-thiadiazolidin-3-one 1,1-dioxide C1(CCCC1)=CC=1C(=C(C(=CC1)O)N1CC(NS1(=O)=O)=O)F